(S)-2-phenyloxirane C1(=CC=CC=C1)[C@@H]1OC1